C(C)(C)C(C1CCCCC1)(C1CCCCC1)C(C)C diisopropyldicyclohexylmethane